OC=1C(=NC2=CC=C(C=C2C1)OC1=CC=CC=C1)C(=O)NCC(=O)O [(3-Hydroxy-6-phenoxy-quinoline-2-carbonyl)-amino]-acetic acid